F[C@H]1[C@H]([C@H](O)O[C@@H]1CO)O 3-deoxy-3-fluoro-β-D-ribofuranose